methyl 6-((3R,4S)-3-fluoro-4-((6-methoxypyridin-3-yl)oxy)piperidin-1-yl)-5-methylpyridazine-3-carboxylate F[C@@H]1CN(CC[C@@H]1OC=1C=NC(=CC1)OC)C1=C(C=C(N=N1)C(=O)OC)C